1-[3-[3-bromo-5-[1-oxo-4-(trifluoromethyl)isoindolin-2-yl]phenyl]butanoylamino]-3-methyl-thiourea BrC=1C=C(C=C(C1)N1C(C2=CC=CC(=C2C1)C(F)(F)F)=O)C(CC(=O)NNC(=S)NC)C